p-terphenyl-d14 [2H]C1=C(C(=C(C(=C1[2H])[2H])C2=C(C(=C(C(=C2[2H])[2H])C3=C(C(=C(C(=C3[2H])[2H])[2H])[2H])[2H])[2H])[2H])[2H])[2H]